(Z)-N-(2-(2-((6-morpholinylpyridin-3-yl)amino)quinazolin-8-yl)pyridin-4-yl)but-2-enamide N1(CCOCC1)C1=CC=C(C=N1)NC1=NC2=C(C=CC=C2C=N1)C1=NC=CC(=C1)NC(\C=C/C)=O